C(C)(C)(C)NC(O[C@H]1C[C@H](CC1)C1=CC(=NN1)NC=1C(=NC=CC1)C)=O (1R,3S)-3-(3-((2-methylpyridin-3-yl)amino)-1H-pyrazol-5-yl)cyclopentyl tert-butylcarbamate